CN1CCN(CC1)C1=CC=C(C=C1)NC1=NC=C(C(=N1)N1OCCC1C1=CC=CC=C1)C#N 2-((4-(4-methylpiperazin-1-yl)phenyl)amino)-4-(3-phenylisooxazolidin-2-yl)pyrimidine-5-carbonitrile